C(CCCCCCCCCCCCCCC)OC1=C(C=C(C=C1)N)N 1-hexadecyloxy-2,4-diaminobenzene